4-{[6-(5-chloro-2-fluorophenyl)pyridazin-4-yl]amino}-N-methyl-N-[2-(4-methylpiperazin-1-yl)ethyl]-1-{[2-(trimethylsilyl)ethoxy]methyl}-1H-pyrrolo[2,3-b]pyridine-2-carboxamide ClC=1C=CC(=C(C1)C1=CC(=CN=N1)NC1=C2C(=NC=C1)N(C(=C2)C(=O)N(CCN2CCN(CC2)C)C)COCC[Si](C)(C)C)F